6-chloro-N-(2,4-difluoro-3-(2-((1-(2-hydroxyethyl)piperidin-4-yl)amino)quinazolin-6-yl)phenyl)-1,2-dihydroxy-2,3-dihydro-1H-indene-4-sulfonamide ClC=1C=C(C=2CC(C(C2C1)O)O)S(=O)(=O)NC1=C(C(=C(C=C1)F)C=1C=C2C=NC(=NC2=CC1)NC1CCN(CC1)CCO)F